(E)-N'-(1-([1,1'-biphenyl]-4-yl)ethylidene)-3-methylbenzohydrazide C1(=CC=C(C=C1)\C(\C)=N\NC(C1=CC(=CC=C1)C)=O)C1=CC=CC=C1